3-(1,3-dihydro-2H-isoindol-2-ylcarbonyl)-1,5,7-trimethyl-1,5-dihydro-4H-pyrrolo[3,2-c]pyridin-4-one C1N(CC2=CC=CC=C12)C(=O)C1=CN(C2=C1C(N(C=C2C)C)=O)C